ClC=1N=CC=2N(C1)C=CN2 6-chloroimidazo[1,2-a]pyrazine